FC=1C=C(CNCCCCOCCNC=2C=3C=NNC3C=C(C2)C2=CN=NC=C2)C=C(C1OC(F)(F)F)F N-(2-(4-((3,5-difluoro-4-(trifluoromethoxy)benzyl)amino)butoxy)ethyl)-6-(pyridazin-4-yl)-1H-indazol-4-amine